1,3,4,5-tetrahydro-2H-benzo[1,4]diazepin-2-one N1C(CNCC2=C1C=CC=C2)=O